ClC=1C=C(C2=C(N(CN(S2(=O)=O)[C@@H]([C@H](C)C2=C(C(=CC=C2F)C)C)C2=NNC(O2)=O)C)C1)C(C)O 5-((1S,2R)-1-(6-chloro-8-(1-hydroxyethyl)-4-methyl-1,1-dioxido-3,4-dihydro-2H-benzo[e][1,2,4]thiadiazin-2-yl)-2-(6-fluoro-2,3-dimethylphenyl)propyl)-1,3,4-oxadiazol-2(3H)-one